CC1=CC2=C(C3=CC=CC=C3C=C2C=C1)OCCC(C)C 2-methyl-9-(isopentyloxy)anthracene